O(P([O-])(=O)OP(=O)([O-])OP(=O)([O-])[O-])C1=C(C=C(C=C1C)C)C 2,4,6-trimethylphenyl triphosphate